COC=1C=C(C=CC1OC)[C@@H](C)NC(\C=C\C1=CNC2=NC=C(C=C21)C2=C(C=CC=C2)S(=O)(=O)C)=O (R,E)-N-(1-(3,4-dimethoxyphenyl)ethyl)-3-(5-(2-(methylsulfonyl)phenyl)-1H-pyrrolo[2,3-b]pyridin-3-yl)acrylamide